vinylidene fluoride bromide C(=C)(F)Br